C(O)([O-])=O.[Zn+2].C(O)([O-])=O zinc hydrogencarbonate